2'-Oxo-6'-(pyrimidin-5-yl)-1',4'-dihydro-2'H-spiro[pyrrolidin-3,3'-chinolin]-1-carbonitril O=C1NC2=CC=C(C=C2CC12CN(CC2)C#N)C=2C=NC=NC2